C1(=CC=C(C=C1)C(C=CC1=CC=C(OCC(=O)O)C=C1)=O)C1=CC=CC=C1 2-[4-(3-[1,1'-Biphenyl]-4-yl-3-oxoprop-1-en-1-yl)phenoxy]acetic acid